ClC=1C(=NC(=NC1)N1CCC(CC1)C=O)NC1=CC=2C3=C(C(N(C2C=C1)C)=O)OCC([C@@H](N3)C3CC3)(F)F (S)-1-(5-chloro-4-((2-cyclopropyl-3,3-difluoro-7-methyl-6-oxo-1,2,3,4,6,7-hexahydro-[1,4]oxazepino[2,3-c]quinolin-10-yl)amino)pyrimidin-2-yl)piperidine-4-carbaldehyde